N'-[(2S,3S)-2-(benzyloxy)pent-3-yl]carbohydrazide C(C1=CC=CC=C1)O[C@@H](C)[C@H](CC)N(N)C(=O)NN